ONC(=O)[C@H]1[C@@H]2CC[C@H](CN1S(=O)(=O)C=1C=NC(=CC1)OC1=CC=C(C=C1)OC(C)C)N2C(C(C)C)=O (1S,2R,5R)-N-hydroxy-8-isobutyryl-3-((6-(4-isopropoxyphenoxy)pyridin-3-yl)sulfonyl)-3,8-diazabicyclo[3.2.1]octane-2-carboxamide